ethyl-3-chloro-7,8-dihydro-6H-9-oxa-2-thia-4-azabenzo[cd]azulene-5-carboxylate C(C)OC(=O)C=1N=C(C=2SC=C3OCCCC1C23)Cl